FC=1C=C(C(=O)OC(C)(C)C)C=CC1\C=C\C(N(C)OC)=O tert-butyl (E)-3-fluoro-4-(3-(methoxy(methyl)amino) oxoprop-1-en-1-yl)benzoate